ClC=1C=CC=2N=CN=C(C2N1)NC1=C(C(=C(C=C1OC)OC1=CC2=C(N(N=N2)C)C=C1)C)F 6-chloro-N-(2-fluoro-6-methoxy-3-methyl-4-((1-methyl-1H-benzo[d][1,2,3]triazol-5-yl)oxy)phenyl)pyrido[3,2-d]pyrimidin-4-amine